6-((1S,5R,6r)-3-oxa-bicyclo[3.1.0]hexan-6-yl)-3-(difluoromethyl)-2-(2-fluorobenzyl)-2H-pyrazolo[3,4-d]pyridazin-7(6H)-one [C@@H]12COC[C@H]2C1N1N=CC=2C(C1=O)=NN(C2C(F)F)CC2=C(C=CC=C2)F